tert-butyl ((1-(2-hydroxy-2-methylpropyl)-1H-pyrazol-4-yl)methyl)carbamate OC(CN1N=CC(=C1)CNC(OC(C)(C)C)=O)(C)C